diamino-5,5'-bitetrazole NC1(N=NN=N1)C1(N=NN=N1)N